CO[C@H]([C@@H](C(C)C)S(=O)(=O)N(CC1=CC=C(C=C1)OC)CC1=CC=C(C=C1)OC)CC=C (3R,4S)-4-METHOXY-N,N-BIS(4-METHOXYBENZYL)-2-METHYLHEPT-6-ENE-3-SULFONAMIDE